O=C1NC(CCC1N1C(C2=CC=C(C=C2C1=O)N1CCN(CC1)C1CCN(CC1)CCOC1=CC=C(C=C1)\C(=C(\CC)/C1=CC=CC=C1)\C1=CC=C(C=C1)O)=O)=O (Z)-2-(2,6-dioxopiperidin-3-yl)-5-(4-(1-(2-(4-(1-(4-hydroxyphenyl)-2-phenylbut-1-en-1-yl)phenoxy)ethyl)piperidin-4-yl)piperazin-1-yl)isoindoline-1,3-dione